O1C(CCC=C1)=O DIHYDRO-2H-PYRAN-2-ONE